(1S,3S)-3-((6-(5-fluoro-3-((Methyl ((4-nitrophenoxy)carbonyl)oxy)methyl)thiophen-2-yl)-2-methylpyridin-3-yl)oxy)cyclohexane-1-carboxylate FC1=CC(=C(S1)C1=CC=C(C(=N1)C)O[C@@H]1C[C@H](CCC1)C(=O)[O-])COC(=O)OC1=C(C=C(C=C1)[N+](=O)[O-])C